N[C@@H]1C[C@H](C1)N1N=C(C=2C1=NC(=NC2N2[C@@H](CCC2)CO)NC=2N=CN(C2)C2=CC(=C(C(=C2)OC)OC)OC)C ((S)-1-(1-((trans)-3-aminocyclobutyl)-3-methyl-6-((1-(3,4,5-trimethoxyphenyl)-1H-imidazol-4-yl)amino)-1H-pyrazolo[3,4-d]pyrimidin-4-yl)pyrrolidin-2-yl)methanol